N1=C(C=CC2=NC=CC=C12)C=1C=CN2N=C(N=CC21)NCC2COC2 5-(1,5-naphthyridin-2-yl)-N-(oxetan-3-ylmethyl)pyrrolo[2,1-f][1,2,4]triazin-2-amine